11-chlorobenzofuro[2,3-b]indolo[1,2,3-lm]carbazole ClC1=CC=CC2=C1C=1C(=C3C=4N(C=5C=CC=CC5C4C1)C1=CC=CC=C13)O2